(R)-4-((1-(3-(difluoromethyl)-2-fluorophenyl)ethyl)amino)-6-(1-(difluoromethyl)cyclobutyl)-2-methyl-2,6-dihydropyrido[3,4-d]pyridazine-1,7-dione FC(C=1C(=C(C=CC1)[C@@H](C)NC1=NN(C(C=2C1=CN(C(C2)=O)C2(CCC2)C(F)F)=O)C)F)F